FC(C1CCC(CC1)C=1C=C(COCC2CN(CC23CN(C3)C(=O)C3(CC3)C(F)(F)F)C(=O)C=3C=NN(C3)CC3=C(C(=O)O)C=CC=C3)C=CC1)(F)F 2-((4-(8-(((3-(4-(trifluoromethyl)cyclohexyl)benzyl)oxy)methyl)-2-(1-(trifluoromethyl)cyclopropane-1-carbonyl)-2,6-diazaspiro[3.4]octane-6-carbonyl)-1H-pyrazol-1-yl)methyl)benzoic acid